OC(C)(C)C=1C=C(C=CC1)N1C(N([C@H](C1)C#N)C1=CN=CC2=CC=CC=C12)=O (R)-1-(3-(2-hydroxy-prop-2-yl)phenyl)-3-(isoquinolin-4-yl)-2-oxoimidazoline-4-carbonitrile